bis(2-naphthyl)-N4,N4'-diphenyl-[1,1'-biphenyl]-4,4'-diamine C1=C(C=CC2=CC=CC=C12)C=1C(=C(C=CC1NC1=CC=CC=C1)C1=CC=C(C=C1)NC1=CC=CC=C1)C1=CC2=CC=CC=C2C=C1